C(C(C)C)C1=CC(=C(C=N1)N1C2=C(SC=3N=CC=C(NC1=O)C32)C(=O)N)C (6-isobutyl-4-methyl-pyridin-3-yl)-4-oxo-4,5-dihydro-3H-1-thia-3,5,8-triazaacenaphthylene-2-carboxamide